C(CCCCC)C(C(=O)OCCCCNC(CCCCCO[Si](C(C)(C)C)(C1=CC=CC=C1)C1=CC=CC=C1)CCCCCOC(CN(C(C(CCCCCCCC)CCCCCC)=O)C)=O)CCCCCCCC 4-((21-Hexyl-2,2,19-trimethyl-17,20-dioxo-3,3-diphenyl-4,16-dioxa-19-aza-3-silanonacosan-10-yl)amino)butyl 2-hexyldecanoate